4H-Inden-4-one C1=CC=C2C(C=CC=C12)=O